C(C)OC(CC1(CCC1)N1CC(CCC1)C1CN(C1)C(=O)OC(C)(C)C)=O tert-butyl 3-(1-(1-(2-ethoxy-2-oxoethyl)cyclobutyl)piperidin-3-yl)azetidine-1-carboxylate